C(C)(C)(C)OC(NCC1CN(CC1)C1=NC(=NC=C1CNC1=CC=CC=C1)C1=CC(=C(C=C1)C(F)(F)F)C#N)=O.NC1=CC=C(C=C1)S(=O)(=O)NC1=NC=NC=C1OC 4-amino-N-(5-methoxypyrimidin-4-yl)benzenesulfonamide tert-butyl-N-[[1-[5-(anilinomethyl)-2-[3-cyano-4-(trifluoromethyl)phenyl]pyrimidin-4-yl]pyrrolidin-3-yl]methyl]carbamate